C(CCC)N(CCCCO[Si](OC)(OC)C)CCCC (3-dibutylaminopropyl)methyltrimethoxysilane